Pentaerythritol tetrakis-[3,5-di-tert-butyl-4-hydroxyphenyl]propionate C(C)(C)(C)C=1C=C(C=C(C1O)C(C)(C)C)C(C(C(=O)OCC(CO)(CO)CO)(C1=CC(=C(C(=C1)C(C)(C)C)O)C(C)(C)C)C1=CC(=C(C(=C1)C(C)(C)C)O)C(C)(C)C)C1=CC(=C(C(=C1)C(C)(C)C)O)C(C)(C)C